BrC1=CC=C(/C=C/C2=C(C=CC=C2)CC#N)C=C1 (E)-2-(2-(4-bromostyryl)phenyl)acetonitrile